tert-Butyl 4-(3-(3-bromopyridin-4-yl)-4-(4-fluorophenyl)-4-oxobutanoyl)piperidine-1-carboxylate BrC=1C=NC=CC1C(CC(=O)C1CCN(CC1)C(=O)OC(C)(C)C)C(=O)C1=CC=C(C=C1)F